N-isobutylvinylamide C(C(C)C)C=C[NH-]